tert-butyl 3-(2-(((2R,7aS)-2-fluorotetrahydro-1H-pyrrolizin-7a(5H)-yl) methoxy)-8-oxo-7,8-dihydropyrimido[4,5-d]pyridazin-4-yl)-3,8-diazabicyclo[3.2.1]octane-8-carboxylate F[C@@H]1C[C@@]2(CCCN2C1)COC=1N=C(C2=C(C(NN=C2)=O)N1)N1CC2CCC(C1)N2C(=O)OC(C)(C)C